(R)-1-N-tert-butoxycarbonyl-3-hydroxypyrrolidine C(C)(C)(C)OC(=O)N1C[C@@H](CC1)O